2,4,6-trimethylphenoxy(pentamethylcyclopentadiene) titanium dichloride [Cl-].[Cl-].[Ti+2].CC1=C(OC2(C(=C(C(=C2C)C)C)C)C)C(=CC(=C1)C)C